[5-(1-octylnonyloxy)-5-oxo-pentyl] (2S)-4-hydroxypyrrolidine-2-carboxylate OC1C[C@H](NC1)C(=O)OCCCCC(=O)OC(CCCCCCCC)CCCCCCCC